7-(1-ethyl-3-methoxy-1H-pyrazol-4-yl)-N-(5-fluoroquinolin-6-yl)-5-((1-methylpiperidin-4-yl)oxy)quinazolin-4-amine C(C)N1N=C(C(=C1)C1=CC(=C2C(=NC=NC2=C1)NC=1C(=C2C=CC=NC2=CC1)F)OC1CCN(CC1)C)OC